5-((3-((4-(2-(4-((2-(2-oxa-6-azaspiro[3.3]heptane-6-yl)pyrimidin-4-yl)methoxy)phenyl)propan-2-yl)phenoxy)methyl)cyclobutyl)amino)-2-(2,6-dioxopiperidin-3-yl)isoindoline C1OCC12CN(C2)C2=NC=CC(=N2)COC2=CC=C(C=C2)C(C)(C)C2=CC=C(OCC1CC(C1)NC=1C=C3CN(CC3=CC1)C1C(NC(CC1)=O)=O)C=C2